Plutonium (IV) hydroxide [OH-].[Pu+4].[OH-].[OH-].[OH-]